2-((3R,4S)-3-aminotetrahydro-2H-pyran-4-yl)-3,5-dichloro-N-(thiophen-2-ylmethyl)thieno[3,2-b]pyridin-7-amine trifluoroacetate FC(C(=O)O)(F)F.N[C@H]1COCC[C@@H]1C1=C(C2=NC(=CC(=C2S1)NCC=1SC=CC1)Cl)Cl